5-(1H-imidazo[4,5-d]pyridazin-2-yl)-3-methoxybenzene-1,2-diol N1C(=NC=2C1=CN=NC2)C2=CC(=C(C(=C2)O)O)OC